ClC=1C=C(C=CC1)C(C(=O)N1CC2=C(CCC1)N=C(NC2=O)C2(CC2)C=2C=NC=C(C2)C2=CC=CC=C2)(F)F 6-(2-(3-chlorophenyl)-2,2-difluoroacetyl)-2-(1-(5-phenylpyridin-3-yl)cyclopropyl)-3,5,6,7,8,9-hexahydro-4H-pyrimido[5,4-c]azepin-4-one